5-(1-hydrazinylethyl)-2-(trifluoromethyl)pyridine HCl salt Cl.N(N)C(C)C=1C=CC(=NC1)C(F)(F)F